CN([C@H](CC=1SC2=C(N1)C=C(C=C2)[C@@H]2N(C[C@H](CC2)C)C(C(=O)NC=2C=NC(=C(C(=O)N)C2)OC)=O)C)C 5-(2-((2R,5S)-2-(2-((S)-2-(dimethylamino)propyl)benzo[d]thiazol-5-yl)-5-methylpiperidin-1-yl)-2-oxoacetamido)-2-methoxynicotinamide